tris-(2-methyl-4-hydroxy-5-tert-butylphenyl)butane CC1=C(C=C(C(=C1)O)C(C)(C)C)C(CCC)(C1=C(C=C(C(=C1)C(C)(C)C)O)C)C1=C(C=C(C(=C1)C(C)(C)C)O)C